4-(2-amino-7-(N-(1-methylcyclopropyl)sulfamoyl)quinolin-5-yl)-N,N-dimethylpiperazine-1-carboxamide NC1=NC2=CC(=CC(=C2C=C1)N1CCN(CC1)C(=O)N(C)C)S(NC1(CC1)C)(=O)=O